(Z)-3-amino-4,4-dimethoxy-but-2-enoic acid methyl ester COC(\C=C(\C(OC)OC)/N)=O